CC1=NC2=CC3=C(C=C2C(N1[C@H]1C(NC(CC1)=O)=O)=O)CNC3 (R)-3-(2-methyl-4-oxo-4,6,7,8-tetrahydro-3H-pyrrolo[3,4-g]quinazolin-3-yl)piperidine-2,6-dione